5-(1-(pyridin-4-yl)ethoxy)-6-(4-(thiophen-2-yl)phenyl)isoindolin-1-one N1=CC=C(C=C1)C(C)OC=1C=C2CNC(C2=CC1C1=CC=C(C=C1)C=1SC=CC1)=O